[5,10,15,20-tetraethynylporphyrin] magnesium [Mg].C(#C)C=1C2=CC=C(N2)C(=C2C=CC(C(=C3C=CC(=C(C=4C=CC1N4)C#C)N3)C#C)=N2)C#C